(S)-3-(adamantan-1-yl)-2-((tert-butoxycarbonyl)amino)propanoic acid C12(CC3CC(CC(C1)C3)C2)C[C@@H](C(=O)O)NC(=O)OC(C)(C)C